bis(2-chloro-2-methylpropyl)amine hydrochloride Cl.ClC(CNCC(C)(Cl)C)(C)C